CSC(C#CC(C)(N(CCOCC=1C=C(C=CC1)C)C)C)=O 4-methyl-4-[methyl-[2-(m-tolylmethoxy)ethyl]amino]pent-2-ynethioic acid S-methyl ester